FC(OC1=CC=C(C=C1)C=1C=C(N=NC1)NC1=NC(=CC=C1F)N1C[C@H](O[C@H](C1)C)C)F 5-(4-(difluoromethoxy)phenyl)-N-(6-((2R,6S)-2,6-dimethylmorpholino)-3-fluoropyridin-2-yl)pyridazin-3-amine